tert-butyl (R)-3-((((E)-4-(((tetrahydro-2H-pyran-4-yl)methyl)amino)but-2-en-1-yl)((S)-5,6,7,8-tetrahydroquinolin-8-yl)amino)methyl)-3,4-dihydroisoquinoline-2(1H)-carboxylate O1CCC(CC1)CNC/C=C/CN([C@H]1CCCC=2C=CC=NC12)C[C@@H]1N(CC2=CC=CC=C2C1)C(=O)OC(C)(C)C